(1S,2S)-2-(3-chlorophenyl)-N-(4-(((6-cyclopropyl-8-(2-hydroxyethyl)imidazo[1,2-a]pyridin-2-yl)methyl)amino)pyridin-2-yl)cyclopropane-1-carboxamide ClC=1C=C(C=CC1)[C@@H]1[C@H](C1)C(=O)NC1=NC=CC(=C1)NCC=1N=C2N(C=C(C=C2CCO)C2CC2)C1